ClC1=NN=C2N1C1=CC=CC=C1C(=N2)N(C2=CC(=CC=C2)C#CC(C(F)(F)F)(C)C)C chloro-N-methyl-N-(3-(4,4,4-trifluoro-3,3-dimethylbut-1-yn-1-yl)phenyl)-[1,2,4]triazolo[4,3-a]quinazolin-5-amine